CC12CCCC1C1CCC3=CC(CCC3C1CC2)=O 13-methyl-1,2,6,7,8,9,10,11,12,13,14,15,16,17-tetradecahydro-3H-cyclopenta[a]phenanthren-3-one